NC1=NC=C(C(=C1C1=CC=C(C=C1)O)CC)C=1C=NC(=CC1)OC 4-[2-amino-4-ethyl-5-(6-methoxy-3-pyridyl)-3-pyridyl]phenol